C(CC)(=S)S dithio-propionic acid